FCC(C(CC(=O)O)NC([C@H](C(C)C)N1C(C2=CC(=CC=C2C1)C1=CC2=C(NC(N2)=O)C=C1)=O)=O)=O 5-fluoro-3-((S)-3-methyl-2-(1-oxo-6-(2-oxo-2,3-dihydro-1H-benzo[d]imidazole-5-yl)isoindolin-2-yl)butanamido)-4-oxopentanoic acid